C(C)(C)(C)S(=O)(=O)C1=CC=2N(C=C1OCCO)N=CC2 2-((5-(tert-butylsulfonyl)pyrazolo[1,5-a]pyridin-6-yl)oxy)ethan-1-ol